C(C)(C)N1N=C(C=C1)S(=O)(=O)NC(NC1=C2CCCC2=CC=C1C1=C2C(=NC=C1)N(C=C2)C)=O 1-isopropyl-N-((5-(1-methyl-1H-pyrrolo[2,3-b]pyridin-4-yl)-2,3-dihydro-1H-inden-4-yl)carbamoyl)-1H-pyrazole-3-sulfonamide